(S)-2-((2-((S)-4-(difluoromethyl)-2-carbonyloxazolidin-3-yl)-5,6-dihydrobenzo[f]imidazo[1,2-d][1,4]oxazepin-9-yl)amino)-2-(oxabutan-3-yl)acetamide FC([C@H]1N(C(OC1)=C=O)C=1N=C2N(CCOC3=C2C=CC(=C3)N[C@H](C(=O)N)C(CO)C)C1)F